CN(C1C2CC3(CC(CC1C3)C2)O)[C@@H](C)C2=CC=CC=C2 4-(methyl-[(1s)-1-phenylethyl]amino)adamantan-1-ol